COC=1C=C(C=C(C1OC)OC)\C=C/C1=C(C=C(C=C1)C(C)(F)F)[N+](=O)[O-] (Z)-3,4,5-trimethoxy-2'-nitro-4'-(1,1-difluoroethyl)stilbene